C(C)NCCC1=CNC=2C=CC=C(C12)O 3-[2-(Ethylamino)ethyl]-1H-indol-4-ol